C1(CC1)C1=C(C(=NO1)C1=C(C=CC=C1Cl)Cl)COC1C[C@H]2CC[C@@H](C1)N2C2=NOC(=N2)C=2C(=C(C(=O)[O-])C=CC2)OC 3-((1R,3r,5S)-(3-((5-cyclopropyl-3-(2,6-dichlorophenyl) isoxazol-4-yl) methoxy)-8-azabicyclo[3.2.1]octan-8-yl)-1,2,4-oxadiazol-5-yl)-2-methoxybenzoate